2-(3β-(Tert-butyldimethylsilyloxy)-5α-androstan-17β-yloxy)-acetic acid [Si](C)(C)(C(C)(C)C)O[C@@H]1C[C@@H]2CC[C@H]3[C@@H]4CC[C@@H]([C@@]4(C)CC[C@@H]3[C@]2(CC1)C)OCC(=O)O